Cl.CN([C@H]1C[C@H](CC1)NCC=1C=NN(C1)C1=CC=CC=C1)C=1C2=C(N=CN1)SC(=C2)CC(F)(F)F (1R,3S)-N1-methyl-N3-[(1-phenyl-1H-pyrazol-4-yl)methyl]-N1-[6-(2,2,2-trifluoroethyl)thieno[2,3-d]pyrimidin-4-yl]cyclopentane-1,3-diamine hydrochloride